[C@@H]1([C@H](O)[C@H](O)[C@@H](O)[C@@H](O1)C)OC1=CC=C(C(=C1C(=O)[O-])O)OC 6-[(6-deoxy-α-L-mannopyranosyl)oxy]-2-hydroxy-3-methoxybenzoate